2'-[6-amino-5-(trifluoromethyl)pyridin-3-yl]-N-[2-(2-chlorophenyl)propan-2-yl]-5',6'-dihydrospiro[azetidine-3,4'-pyrrolo[1,2-b]pyrazole]-1-carboxamide NC1=C(C=C(C=N1)C=1C=C2N(N1)CCC21CN(C1)C(=O)NC(C)(C)C1=C(C=CC=C1)Cl)C(F)(F)F